2,5-dihydroxy-3-((3,4,5-trihydroxycyclohexyl)methylaminocarbonyl)benzoic acid OC1=C(C(=O)O)C=C(C=C1C(=O)NCC1CC(C(C(C1)O)O)O)O